N(N)C1=CC=NC2=CC(=C(C=C12)OC)OC 4-Hydrazino-6,7-dimethoxyquinoline